O.O.O.O.O.[Sn] tin pentahydrate